N-(1-Butanoyloxyethoxycarbonyl)-(-)-N-ethyl-3-phenylbicyclo[2.2.1]heptan-2-amine C(CCC)(=O)OC(C)OC(=O)N(C1C2CCC(C1C1=CC=CC=C1)C2)CC